P(=O)(OCOC1=C(C=CC(=C1)N1C(C(=C(C=C1)OCC)C(NC1=CC(=C(C=C1)OC1=C(C(=NC=C1)N)Cl)F)=O)=O)F)([O-])[O-].[Na+].[Na+] sodium (5-(3-((4-((2-amino-3-chloropyridin-4-yl)oxy)-3-fluorophenyl)-carbamoyl)-4-ethoxy-2-oxopyridin-1(2H)-yl)-2-fluorophenoxy)methyl phosphate